F[C@H]1[C@@H]2CCC(C[C@H]1N(C=1N=CC(=NC1)C1=C(C=C(C=C1)[C@@H]1CC(N(C1)C)=O)O)C)N2 (4S)-4-[4-(5-{[(1S,2S,3R)-2-fluoro-8-azabicyclo[3.2.1]octan-3-yl](methyl)amino}pyrazin-2-yl)-3-hydroxyphenyl]-1-methylpyrrolidin-2-one